CC1=C(OC(C(=O)O)(C)C)C(=CC(=C1)CN1N=CN(C1=O)C1=CC=C(C=C1)C)C 2-(2,6-dimethyl-4-((5-oxo-4-(p-tolyl)-4,5-dihydro-1H-1,2,4-triazol-1-yl)methyl)phenoxy)-2-methylpropanoic acid